mono-stearylether C(CCCCCCCCCCCCCCCCC)OCCCCCCCCCCCCCCCCCC